CON(C(C(C)(C)N1C(N(C2=C(C1=O)C(=C(S2)C=2OC=CN2)C)C[C@H](OC2CCOCC2)C2=C(C=CC=C2)OC)=O)=O)C (R)-N-methoxy-2-(1-(2-(2-methoxyphenyl)-2-((tetrahydro-2H-pyran-4-yl)oxy)ethyl)-5-methyl-6-(oxazol-2-yl)-2,4-dioxo-1,2-dihydrothieno[2,3-d]pyrimidin-3(4H)-yl)-N,2-dimethylpropionamide